(2S,3S)-2-((3'-fluorobiphenyl-3-yl)methyl)-3-((methylsulfonyl)amino)pyrrolidine-1-carbonyl chloride FC=1C=C(C=CC1)C1=CC(=CC=C1)C[C@@H]1N(CC[C@@H]1NS(=O)(=O)C)C(=O)Cl